trimercaptos-triazine sodium salt [Na].SC1=NC(=NC(=N1)S)S